Pyridyl disulfide pentanoate C(CCCC)(=O)O.N1=C(C=CC=C1)SSC1=NC=CC=C1